COC=1C=C2CC(CC(C2=CC1)=O)C 6-methoxy-3-methyl-3,4-dihydronaphthalen-1(2H)-one